FC1=C(C(=C(C=C1OC)OC)F)N1C(N(C2=C(C1)C=NC1=C2C=C(N1)CN1CCN(CC1)C)CC)=S 3-(2,6-Difluoro-3,5-dimethoxyphenyl)-1-ethyl-8-((4-methylpiperazin-1-yl)methyl)-1,3,4,7-tetrahydro-2H-pyrrolo[3',2':5,6]pyrido[4,3-d]pyrimidine-2-thione